C(CCCCCCCCCCCCCCCCC)(=O)C([NH+](CCO)CC)C(CCCCCCCCCCCCCCCCC)=O distearoylethylhydroxyethylmethylammonium